Manganese-Molybdenum Disulfide [Mo](=S)=S.[Mn]